(R)-(1-(4-fluorophenyl)-6-((1-methyl-1H-pyrazol-3-yl)sulfonyl)-4,4a,5,6,7,8-hexahydro-1H-pyrazolo[3,4-g]isoquinolin-4a-yl)(5-methylthiazol-2-yl)methanone FC1=CC=C(C=C1)N1N=CC2=C1C=C1CCN(C[C@]1(C2)C(=O)C=2SC(=CN2)C)S(=O)(=O)C2=NN(C=C2)C